C(C)OO ethyloxyl hydroxide